(R)-N-[5-cyano-4-[(1-methoxypropane-2-yl)amino]pyridin-2-yl]-7-formyl-6-[(2-oxo-1,3-oxazepan-3-yl)methyl]-3,4-dihydro-1,8-naphthyridine-1(2H)-carboxamide C(#N)C=1C(=CC(=NC1)NC(=O)N1CCCC2=CC(=C(N=C12)C=O)CN1C(OCCCC1)=O)N[C@@H](COC)C